C1(CC1)CN1CCC(CC1)C1=C(N=C(S1)C1=NNC(=C1CC(F)(F)F)C=1C=C(C=2N(C1)N=CN2)OC)C 5-(1-(cyclopropylmethyl)piperidin-4-yl)-2-(5-(8-methoxy-[1,2,4]triazolo[1,5-a]pyridin-6-yl)-4-(2,2,2-trifluoroethyl)-1H-pyrazol-3-yl)-4-methylthiazole